OC=1C(C=C(C(C1)=O)O)=O 2,5-dihydroxy-benzoquinone